C(C)(C)(C)OC(=O)N1[C@@H](C[C@@](CC1)(C(=O)OC(C)(C)C)CC1=[N+](C=C(C=C1F)F)[O-])C 2-(((2R,4R)-1,4-bis(tert-butoxycarbonyl)-2-methylpiperidin-4-yl)methyl)-3,5-difluoropyridine 1-oxide